ClC1=CC=C2C(=C(NC2=C1Cl)C1=NC(=NN1)C(COC)=O)C=1C=NNC1 (5-(6,7-dichloro-3-(1H-pyrazol-4-yl)-1H-indol-2-yl)-1H-1,2,4-triazol-3-yl)-2-methoxyethan-1-one